3-(1-((endo)-2-Azabicyclo[2.1.1]hexan-5-yl)-7-fluoro-8-(3-hydroxynaphthalen-1-yl)-3-oxo-1,2,3,4-tetrahydropyrazino[2,3-c]quinolin-9-yl)propanenitrile C12NCC(C1N1CC(NC=3C=NC=4C(=C(C(=CC4C31)CCC#N)C3=CC(=CC1=CC=CC=C31)O)F)=O)C2